7-acetoxy-2-(3-iodophenyl)-2,6,6-trimethylheptanoic acid C(C)(=O)OCC(CCCC(C(=O)O)(C)C1=CC(=CC=C1)I)(C)C